FC(C1=NN(C=C1N1CC(=C2N1C=CC(=N2)N2CCOCC2)C(=O)N)C2CCC(CC2)CN(C)CCC#CCN2C(C1=CC=CC=C1C2=O)=O)F 1-N-[3-(difluoromethyl)-1-[4-[[5-(1,3-dioxoisoindolin-2-yl)pent-3-ynyl-methyl-amino]methyl]cyclohexyl]pyrazol-4-yl]-5-morpholino-pyrazolo[1,5-a]pyrimidine-3-carboxamide